FC1(CCC(CC1)C1=C(N(C2=CC=CC=C12)[C@@]1([C@H](C1)C)C1=NOC(N1)=O)C(=O)N(C1=CC=CC=C1)C)F (4,4-Difluorocyclohexyl)-N-methyl-1-((1S,2S)-2-methyl-1-(5-oxo-4,5-dihydro-1,2,4-oxadiazol-3-yl)cyclopropyl)-N-phenyl-1H-indole-2-carboxamide